(S)-1-((S)-1-methylpyrrolidin-2-yl)ethan-1-ol CN1[C@@H](CCC1)[C@H](C)O